BrC1=NOC(=N1)C(Cl)(Cl)Cl 3-bromo-5-(trichloromethyl)-1,2,4-oxadiazole